C1(CCCCC1)SCC(CCCCCC(CCCCCC(CSC1CCCCC1)C(O)C(CO)(CO)CO)O)C(O)C(CO)(CO)CO 1,15-bis(cyclohexylthio)-8-hydroxypentadecane-2,14-diyl-dipentaerythritol